N-(((4-(3-(piperidin-1-yl)propyl)pyrimidin-2-yl)amino)methyl)benzamide N1(CCCCC1)CCCC1=NC(=NC=C1)NCNC(C1=CC=CC=C1)=O